CC(CCS)=C 3-methyl-3-butene-1-thiol